({4-[(2-methylpropan-2-enoyl) oxy] hexoxy} oxy) benzoate C(C1=CC=CC=C1)(=O)OOOCCCC(CC)OC(C(=C)C)=O